3,5-difluoro-4-methylpicolinonitrile FC=1C(=NC=C(C1C)F)C#N